FC(C1=C(C=CC=C1)OB(O)O)F (2-(difluoromethyl)phenyl)boric acid